F[C@H]1CC(N(C1)C(C)C1=CC=CC=C1)=O (S)-4-fluoro-1-(1-phenyl-ethyl)-pyrrolidine-2-one